bismaleimide choline salt OCC[N+](C)(C)C.C1(C=CC(N1)=O)=O.C1(C=CC(N1)=O)=O